7-Fluoro-8-((triisopropylsilyl)ethynyl)naphthalene-6-d-1,3-diol FC1=C(C=C2C=C(C=C(C2=C1C#C[Si](C(C)C)(C(C)C)C(C)C)O)O)[2H]